3,4,12,12a-tetrahydro-6H-pyrazino[2,1-C][1,4]benzooxazepine-2(1H)-carboxylic acid tert-butyl ester C(C)(C)(C)OC(=O)N1CC2COC3=C(CN2CC1)C=CC=C3